C1(CCC1)C(C)N 1-cyclobutylethan-1-amine